C(C)(C)(C)C=1C=C(C=C(C1)F)[C@H](C)NC(=O)C1=CC=C2C(=C(N(C2=C1)C)C)CC=1C=CC(=C(O[C@H](C(=O)OC)C)C1)Cl methyl (S)-2-(5-((6-(((S)-1-(3-(tert-butyl)-5-fluorophenyl)ethyl)carbamoyl)-1,2-dimethyl-1H-indol-3-yl)methyl)-2-chlorophenoxy)propanoate